NC=1N=C(C2=C(N1)SC=C2)N[C@H](CO)[C@H](CC)C (2S,3S)-2-((2-aminothieno[2,3-d]pyrimidin-4-yl)amino)-3-methylpentan-1-ol